methyl-1H-indazole-7-carboxamide CN1N=CC2=CC=CC(=C12)C(=O)N